6-chloro-N-methoxy-N-methaneyl-4-((2-(N-methylmethanesulfonamido)phenyl)amino)nicotinamide ClC1=NC=C(C(=O)N(C)OC)C(=C1)NC1=C(C=CC=C1)N(S(=O)(=O)C)C